(S)-2-fluoro-5-(naphthalen-2-yl)-4-(pyridin-3-yl)-5-oxopentanoic acid ethyl ester C(C)OC([C@H](CC(C(=O)C1=CC2=CC=CC=C2C=C1)C=1C=NC=CC1)F)=O